NC1=NC=C(C=C1C1=NC=C(C=C1)C(N(C)C)=O)C1=C2C(=NC=C1)NC(=C2)C(=O)NCC(C)C 4-(2'-amino-5-(dimethylcarbamoyl)-[2,3'-bipyridyl]-5'-yl)-N-isobutyl-1H-pyrrolo[2,3-b]pyridine-2-carboxamide